6-bromo-1-cyclobutyl-5-fluoro-1H-indazole BrC1=C(C=C2C=NN(C2=C1)C1CCC1)F